tert-butyl 4-{1-[4-({2-amino-4-chloro-5H-pyrrolo[3,2-d]pyrimidin-5-yl}methyl)-3-methoxyphenyl]-2,5,8,11-tetraoxatridecan-13-yl}piperazine-1-carboxylate NC=1N=C(C2=C(N1)C=CN2CC2=C(C=C(C=C2)COCCOCCOCCOCCN2CCN(CC2)C(=O)OC(C)(C)C)OC)Cl